CC1=C(CCl)C=C(C=C1)C 2,5-dimethyl-benzyl chloride